3-[2-(2'',3''-dihydrodispiro[[1,3]dioxolane-2,1'-cyclohexane-4',1''-inden]-2''-yl)ethyl]pyridine C12(C(CC3=CC=CC=C13)CCC=1C=NC=CC1)CCC1(CC2)OCCO1